N-(7-fluoro-2,3-dihydro-1H-inden-4-yl)pivalamide FC=1C=CC(=C2CCCC12)NC(C(C)(C)C)=O